N(=[N+]=[N-])CCOCCOCCOCCOCCOCCNC(C1=CC=C(C=C1)C=1OC2=C(C(=CC=C2C(C1)=O)O)O)=O N-(17-azido-3,6,9,12,15-pentaoxaheptadecyl)-4-(7,8-dihydroxy-4-oxo-4H-chromen-2-yl)benzamide